2-(2,6-dioxopiperidin-3-yl)-4-(3-(piperidin-4-ylmethyl)azetidin-1-yl)isoindoline-1,3-dione O=C1NC(CCC1N1C(C2=CC=CC(=C2C1=O)N1CC(C1)CC1CCNCC1)=O)=O